N-{4-[7-(5-chloro-2-fluorophenyl)-1H,2H,3H-pyrido[3,4-b][1,4]oxazin-1-yl]pyridin-2-yl}-3-(piperazin-1-yl)propanamide ClC=1C=CC(=C(C1)C1=CC2=C(OCCN2C2=CC(=NC=C2)NC(CCN2CCNCC2)=O)C=N1)F